3-(4-(4-Trifluoromethoxyphenoxy)phenyl)-2,7-dimethyl-5,6,7,8-tetrahydroquinolin-4(1H)-one FC(OC1=CC=C(OC2=CC=C(C=C2)C2=C(NC=3CC(CCC3C2=O)C)C)C=C1)(F)F